COC(=O)NNC=1CCC(N1)C=1C=NC=C(C1)Cl.N=1CN(C=CC1)C(C)(C)NC(C)=O N-[2-(pyrimidin-3-yl)propan-2-yl]acetamide methyl-2-(2-(5-chloropyridin-3-yl)-3,4-dihydro-2H-pyrrol-5-yl)hydrazine-1-carboxylate